C(=C(C(O)(C)CCC=C(C)C)[2H])([2H])[2H] linalool-d3